FC1=C(C=CC(=C1C)F)N(C(=O)[C@H]1N(C(CC1)=O)C1=NC(=CC(=C1)C(F)(F)F)C)CC#CCN1CCN(CC1)C1=NC=CN=C1 (S)-N-(2,4-difluoro-3-methylphenyl)-1-(6-methyl-4-(trifluoromethyl)pyridin-2-yl)-5-oxo-N-(4-(4-(pyrazin-2-yl)piperazin-1-yl)but-2-yn-1-yl)pyrrolidine-2-carboxamide